FC1(CN(CC[C@@H]1NC1=NN2C(C(=N1)OC)=C(C=C2)C=2C=C(C1=C(N(C(=N1)C)CC(F)F)C2)F)C2COC2)F (S)-N-(3,3-difluoro-1-(oxetan-3-yl)piperidin-4-yl)-5-(1-(2,2-difluoroethyl)-4-fluoro-2-methyl-1H-benzo[d]imidazol-6-yl)-4-methoxypyrrolo[2,1-f][1,2,4]triazin-2-amine